1-(4-amino-5-((2-cyclopropyl-4,6-difluorobenzo[d]thiazol-5-yl)ethynyl)-8,8-dimethyl-8,9-dihydropyrazino[1',2':1,5]pyrrolo[2,3-d]pyrimidin-7(6H)-yl)prop-2-en-1-one NC=1C2=C(N=CN1)N1C(=C2C#CC=2C(=CC3=C(N=C(S3)C3CC3)C2F)F)CN(C(C1)(C)C)C(C=C)=O